FC=1C=C2C(=NNC2=CC1OCCOC)C1=CC(=NO1)C1=CC=C(C=C1)N1N=CN=C1 5-Fluoro-6-(2-methoxyethoxy)-3-{3-[4-(1H-1,2,4-triazol-1-yl)phenyl]-1,2-oxazol-5-yl}-1H-indazol